3-Phenylpropyl (E)-3-(2,3-dimethoxyphenyl)acrylate COC1=C(C=CC=C1OC)/C=C/C(=O)OCCCC1=CC=CC=C1